2-diethylamino-3-(2-methoxyphenyl)cyclopropene-1-one C(C)N(C=1C(C1C1=C(C=CC=C1)OC)=O)CC